CC1(OC=C(O1)[C@@H]1C([C@@H]2[C@@H](OC(O2)(C)C)O1)=O)C (3aR,5R,6aS)-5-((R)-2,2-dimethyl-1,3-dioxol-4-yl)-2,2-dimethyldihydrofuro[2,3-d][1,3]dioxol-6(5H)-one